hydroxy-norArginine ON[C@@H](CCNC(N)=N)C(=O)O